(S)-2-amino-4-(2-(methylamino)phenyl)-4-oxobutanoic acid N[C@H](C(=O)O)CC(=O)C1=C(C=CC=C1)NC